FC1=C(C(=CC=C1)OC)C=1C=C/2C(=CN1)NC(\C2=C(\C)/NC2=NN(C=C2)C)=O (Z)-5-(2-Fluoro-6-methoxyphenyl)-3-(1-((1-methyl-1H-pyrazol-3-yl)amino)ethylidene)-1H-pyrrolo[2,3-c]pyridin-2(3H)-one